FC1=CC=C(C=C1)N1N=CC2=CC(=C(C=C12)C)C1(CN(CC1)S(=O)(=O)C)CC1=CN=CS1 5-((3-(1-(4-fluorophenyl)-6-methyl-1H-indazol-5-yl)-1-(methylsulfonyl)pyrrolidin-3-yl)methyl)thiazole